1,6-dihydroxy-3-methyl-8-[(2S,3R,4S,5S,6R)-3,4,5-trihydroxy-6-(hydroxymethyl)oxan-2-yl]oxyanthracene-9,10-dione OC1=CC(=CC=2C(C3=CC(=CC(=C3C(C12)=O)O[C@@H]1O[C@@H]([C@H]([C@@H]([C@H]1O)O)O)CO)O)=O)C